Benzyl (S)-2-(cyanomethyl)-4-(7-(2,5-difluorophenyl)-8-fluoro-2-(((2R,7aS)-2-fluorotetrahydro-1H-pyrrolizin-7a(5H)-yl)methoxy)pyrido[4,3-d]pyrimidin-4-yl)piperazine-1-carboxylate C(#N)C[C@@H]1N(CCN(C1)C=1C2=C(N=C(N1)OC[C@]13CCCN3C[C@@H](C1)F)C(=C(N=C2)C2=C(C=CC(=C2)F)F)F)C(=O)OCC2=CC=CC=C2